N1CC(C1)OC1=CC=C(C=N1)[C@H]1N([C@@H](CC2=C1NC1=CC=CC=C21)C)C21CC(C2)C1 (1R,3R)-1-(6-(azetidin-3-yloxy)pyridin-3-yl)-2-(bicyclo[1.1.1]pentan-1-yl)-3-methyl-2,3,4,9-tetrahydro-1H-pyrido[3,4-b]indole